N1=C(C(=CC=C1)C#N)C#N pyridine-2,3-dinitrile